(perfluorobutyl)pentane FC(C(C(C(F)(F)F)(F)F)(F)F)(F)CCCCC